C(C)(C)(C)N1C(CN(CC1)C=1C=NC=C(C1)C(=O)OC)(C)C tert-butyl-4-(5-(methoxycarbonyl)pyridin-3-yl)-2,2-dimethylpiperazine